CCCCCCCC=CC(=O)N decenoic acid amide